(5-(8-(2-Bromophenethyl)-2,6-dioxo-1-(prop-2-yn-1-yl)-1,2,6,7-tetrahydro-3H-purin-3-yl)pentyl)phosphonic acid BrC1=C(CCC2=NC=3N(C(N(C(C3N2)=O)CC#C)=O)CCCCCP(O)(O)=O)C=CC=C1